sodium benzoate 4-(2-(1H-imidazol-1-yl)ethoxy)-3-methoxybenzoate N1(C=NC=C1)CCOC1=C(C=C(C(=O)[O-])C=C1)OC.C(C1=CC=CC=C1)(=O)O.[Na+]